ClC=1C=C(CNC(=O)[C@]2(C=3C=CC=NC3[C@H](CC2)O)F)C=CC1Cl (5S,8S)-N-(3,4-dichlorobenzyl)-5-fluoro-8-hydroxy-5,6,7,8-tetrahydroquinoline-5-carboxamide